COC1CCC(CC1)N1C(C(=CC=C1)NC(OC(C)(C)C)=O)=O tert-butyl (1-((1r,4r)-4-methoxycyclohexyl)-2-oxo-1,2-dihydropyridin-3-yl)carbamate